3-bromo-1,5-heptadiene BrC(C=C)CC=CC